4-(3-nitrophenyl)-morpholine-3-one [N+](=O)([O-])C=1C=C(C=CC1)N1C(COCC1)=O